OC1=NC(=CC(=C1C#N)C(F)(F)F)O 2,6-dihydroxyl-3-cyano-4-trifluoromethyl-pyridine